FC(C(=O)N1[C@H](CN(CC1)C=1N=CC=2N=CN=C(C2N1)NC1=CC(=C(C=C1)OC1=CC2=C(N(N=N2)C)C=C1)C)C(F)(F)F)=C 2-fluoro-1-[(2R)-4-[4-[3-methyl-4-(1-methylbenzotriazol-5-yl)oxyanilino]pyrimido[5,4-d]pyrimidin-6-yl]-2-(trifluoromethyl)piperazin-1-yl]prop-2-en-1-one